tert-butyl N-[3-methyl-5-[[2-[5-methyl-2-(3,4,5-trifluorophenyl)-1-piperidyl]-2-oxo-acetyl]amino]-2-pyridyl]carbamate CC=1C(=NC=C(C1)NC(C(=O)N1C(CCC(C1)C)C1=CC(=C(C(=C1)F)F)F)=O)NC(OC(C)(C)C)=O